S(C)(=O)(=O)OCCOCCOCCOCCOCCOCCOCCOC Heptaethylene glycol monomethyl ether monomesylate